C(\C=C\C(=O)O)(=O)O.CNC N-methylmethanamine monofumarate